quinazolin-4,7,8(3H)-trione N1=CNC(C=2C=CC(C(C12)=O)=O)=O